ClCC[C@@H](OC1=C(C#N)C=CC=N1)C1=CC=CC=C1 (R)-2-(3-chloro-1-phenylpropoxy)nicotinonitrile